FC=1C=C2C(C=CN(C2=NC1N1C(N(C2=NC=CC(=C21)O)COCC[Si](C)(C)C)=O)[C@@H](C)CC[C@H](C)O)=O 6-fluoro-7-(7-hydroxy-2-oxo-3-((2-(trimethylsilyl)ethoxy)methyl)-2,3-dihydro-1H-imidazo[4,5-b]pyridin-1-yl)-1-((2S,5S)-5-hydroxyhexan-2-yl)-1,8-naphthyridin-4(1H)-one